(R)-1'-(5-Amino-1-(2-isopropylphenyl)-1H-pyrazole-4-carbonyl)-6-chloro-5-fluorospiro[benzo[d][1,3]oxazine-4,3'-piperidin]-2(1H)-one NC1=C(C=NN1C1=C(C=CC=C1)C(C)C)C(=O)N1C[C@@]2(CCC1)C1=C(NC(O2)=O)C=CC(=C1F)Cl